OC1CCC(CC1)NC(N)=O N'-[(1s,4s)-4-hydroxycyclohexyl]urea